2-(ethylthio)-N-(3-(oxazolo[5,4-c]pyridin-2-yl)phenyl)acetamide C(C)SCC(=O)NC1=CC(=CC=C1)C=1OC=2C=NC=CC2N1